2-(3-methylpyridin-4-yl)-N-(2-morpholinyl-5-(piperidin-1-yl)oxazolo[4,5-b]pyridin-6-yl)oxazole-4-carboxamide CC=1C=NC=CC1C=1OC=C(N1)C(=O)NC=1C=C2C(=NC1N1CCCCC1)N=C(O2)N2CCOCC2